(E)-2-cyano-N-(3,5-difluorobenzyl)-3-(1H-pyrrolo[2,3-b]pyridin-3-yl)acrylamide C(#N)/C(/C(=O)NCC1=CC(=CC(=C1)F)F)=C\C1=CNC2=NC=CC=C21